N-((1S)-1-cyclohexyl-2-((2-(methylcarbamoyl)-2-(2-oxo-4-(4-(trifluoromethyl)benzyl)imidazolidin-1-yl)-2,3-dihydro-1H-inden-5-yl)amino)-2-oxoethyl)-1-methyl-1H-pyrazole-5-carboxamide C1(CCCCC1)[C@@H](C(=O)NC=1C=C2CC(CC2=CC1)(N1C(NC(C1)CC1=CC=C(C=C1)C(F)(F)F)=O)C(NC)=O)NC(=O)C1=CC=NN1C